(R)-N-(8,9-difluoro-6-oxo-1,4,5,6-tetrahydro-2H-pyrano[3,4-c]isoquinolin-1-yl)-2,3',5'-trifluoro-N-methyl-[1,1'-biphenyl]-4-carboxamide FC=1C(=CC=2C3=C(NC(C2C1)=O)COC[C@@H]3N(C(=O)C3=CC(=C(C=C3)C3=CC(=CC(=C3)F)F)F)C)F